(3S)-3-[(3R)-3-[1-tetrahydropyran-2-yl-3-[1-(2-trimethylsilylethoxymethyl)pyrazol-4-yl]indazol-5-yl]oxybutoxy]butan-1-ol O1C(CCCC1)N1N=C(C2=CC(=CC=C12)O[C@@H](CCO[C@H](CCO)C)C)C=1C=NN(C1)COCC[Si](C)(C)C